OC1=C(C(=O)O)C=CC(=C1O)C(=O)O 2,3-Dihydroxyterephthalic acid